C(C)(C)(C)OC(=O)N1CC2=C(C=C(C=C2CC1)F)O 6-fluoro-8-hydroxy-3,4-dihydroisoquinoline-2(1H)-carboxylic acid tert-butyl ester